FC1=C2C(=CC(=CC2=CC=C1F)O)OCOC 5,6-Difluoro-4-(methoxymethoxy)naphthalen-2-ol